[Yb+3].[O-2].[Ga+3].[O-2].[O-2] gallium oxide ytterbium